C(CCCCCCC(=O)O)(=O)OO peroxy-suberic acid